C(C)OC(CC(O)C=1C(=C2C(NC(=NN2C1CCC)C1=C(C=CC(=C1)S(=O)(=O)N1CCN(CC1)C)OCC)=O)C)=O Ethyl-3-(2-(2-ethoxy-5-((4-methylpiperazin-1-yl)sulfonyl)phenyl)-5-methyl-4-oxo-7-propyl-3,4-dihydropyrrolo[2,1-f][1,2,4]triazin-6-yl)-3-hydroxypropanoate